(2S,4R)-1-[(2S)-2-amino-3,3-dimethyl-butanoyl]-N-[[2-[3-(dimethylamino)propoxy]-4-ethynyl-phenyl]methyl]-4-hydroxy-pyrrolidine-2-carboxamide N[C@H](C(=O)N1[C@@H](C[C@H](C1)O)C(=O)NCC1=C(C=C(C=C1)C#C)OCCCN(C)C)C(C)(C)C